FC1=C(C=C2C=CN(C2=C1)CC1=CC(=CC=C1)C(F)(F)F)C(C(=O)N)=C (6-fluoro-1-(3-(trifluoromethyl)benzyl)-1H-indol-5-yl)acrylamide